5-[2-(2-hydroxyacetyl)-2,7-diazaspiro[3.5]nonan-7-yl]-5-(4-phenoxyphenyl)-1,3-diazinane-2,4,6-trione OCC(=O)N1CC2(C1)CCN(CC2)C2(C(NC(NC2=O)=O)=O)C2=CC=C(C=C2)OC2=CC=CC=C2